5-(3,5-dimethylphenyl)pentanoic acid CC=1C=C(C=C(C1)C)CCCCC(=O)O